2-{[6-({[(3-fluorocyclobutyl)methyl]amino}methyl)imidazo[1,2-a]pyridin-2-yl]methyl}-5-{2-oxa-6-azaspiro[3.3]heptan-6-yl}-1,2-dihydro-2,7-naphthyridin-1-one FC1CC(C1)CNCC=1C=CC=2N(C1)C=C(N2)CN2C(C1=CN=CC(=C1C=C2)N2CC1(COC1)C2)=O